C(C)C1=C(N=NN1C1=CC=C(C=C1)OC)C=O 5-Ethyl-1-(4-methoxyphenyl)-1H-1,2,3-triazole-4-carbaldehyde